C1(CC1)NC1=NC(=NC=C1C)NC1=CC2=C(B(OC2)O)C=C1 5-((4-(cyclopropylamino)-5-methylpyrimidin-2-yl)amino)benzo[c][1,2]oxaborol-1(3H)-ol